S(=O)(=O)([O-])[O-].[Zn+2] zinc monosulfate